FC1(CC12CC(C2)NCCC[C@@H](C)OC2=C(C=CC(=C2)C)S(=O)(=O)N2[C@@H](CCC2)C(=O)O)F |&1:11| ((2-(((RS)-5-((1,1-difluorospiro[2.3]hexan-5-yl)amino)pentan-2-yl)oxy)-4-methylphenyl)sulfonyl)-L-proline